BrC1=NN(C(=C1)Br)C1=CC(=CC(=C1)F)OC(F)F 3,5-dibromo-1-(3-(difluoromethoxy)-5-fluorophenyl)-1H-pyrazole